F[C@@H]1[C@@H]([C@@H](N(C1)C(=O)[C@H]1OCCC1)CC=1C=C(C=CC1)C1=CC(=CC=C1)F)NS(=O)(=O)CC N-{(2S,3R,4S)-4-fluoro-2-[(3'-fluoro[1,1'-biphenyl]-3-yl)methyl]-1-[(2S)-oxolane-2-carbonyl]pyrrolidin-3-yl}ethanesulfonamide